2-(Boc-amino)-4-bromobutyric acid methyl ester COC(C(CCBr)NC(=O)OC(C)(C)C)=O